C(#N)C1CC=CCC1 4-cyanocyclohexene